COC1=CC=C2C(=N1)CNC2 2-methoxy-5,7-dihydro-6H-pyrrolo[3,4-b]pyridin